8-methyl-2-(pyrimidin-2-ylmethyl)-N-[(2S)-tetrahydro-furan-2-ylmethyl]-4,5-dihydro-2H-furo[2,3-g]indazole-7-carboxamide CC1=C(OC=2CCC3=CN(N=C3C21)CC2=NC=CC=N2)C(=O)NC[C@H]2OCCC2